OC=1C(=CC2=C(N(C([C@H]3N(C2=O)C=C(C3)C)OC3OCCCC3)C(=O)OCC=C)C1)OC Allyl (11aS)-8-hydroxy-7-methoxy-2-methyl-5-oxo-11-((tetrahydro-2H-pyran-2-yl)oxy)-11,11a-dihydro-1H-benzo[e]pyrrolo[1,2-a][1,4]diazepine-10(5H)-carboxylate